ClC(C1=NC(=NO1)C=1C=CC(=NC1)CP(OCC)(=O)NC1=C(C=C(C=C1)F)F)(F)F ethyl P-((5-(5-(chlorodifluoromethyl)-1,2,4-oxadiazol-3-yl)pyridin-2-yl)methyl)-N-(2,4-difluorophenyl)phosphonamidate